(S)-N-(1-(3-chloro-4-fluorophenyl)-2-hydroxyethyl)-1-(2-((4-fluorophenyl)-amino)-5-methyl-pyrimidin-4-yl)-1H-pyrrole-3-carboxamide ClC=1C=C(C=CC1F)[C@@H](CO)NC(=O)C1=CN(C=C1)C1=NC(=NC=C1C)NC1=CC=C(C=C1)F